C(C1=CC=CC=C1)OC(=O)[N-]S(=O)(=O)N1C(=C(C=C1)C=1C=NC(=CC1)OCC1=CC=CC=C1)C(=O)OCC1=CC=CC=C1.[Na+] sodium [(benzyloxy)carbonyl]({2-[(benzyloxy)carbonyl]-3-[6-(benzyloxy)pyridin-3-yl]-1H-pyrrol-1-yl}sulfonyl)azanide